Methyl (Z)-2-((3-(4-(tert-butyl)phenyl)-2-methylpropylidene)amino)benzoate C(C)(C)(C)C1=CC=C(C=C1)CC(\C=N/C1=C(C(=O)OC)C=CC=C1)C